Ethyl (2E)-3-[5-chloro-6-(hydroxymethyl)pyridin-3-yl]prop-2-enoate ClC=1C=C(C=NC1CO)/C=C/C(=O)OCC